3-amino-2,3-dihydrothiophene-1,1-dioxide NC1CS(C=C1)(=O)=O